3-[4-(pyrazolo[1,5-a]pyrimidin-7-yloxy)phenyl]-1-[5-(trifluoromethyl)-3-pyridinyl]-2,4-imidazolidinedione N1=CC=C2N1C(=CC=N2)OC2=CC=C(C=C2)N2C(N(CC2=O)C=2C=NC=C(C2)C(F)(F)F)=O